N-[5-(1H-benzimidazol-2-yl)-1-[(4-methoxyphenyl)methyl]pyrazol-3-yl]-5-bromo-pyridine-2-carboxamide N1C(=NC2=C1C=CC=C2)C2=CC(=NN2CC2=CC=C(C=C2)OC)NC(=O)C2=NC=C(C=C2)Br